COC=1C=C(C=CC1[N+](=O)[O-])N1C(OCC1)=O 3-(3-Methoxy-4-nitrophenyl)oxazolidin-2-one